FC(C(=O)O)(F)F.C[C@@H]1NCC=2N(C1)N=CC2C(=O)N[C@@H](C(F)(F)F)C (S)-6-Methyl-N-((R)-1,1,1-trifluoropropan-2-yl)-4,5,6,7-tetrahydropyrazolo[1,5-a]pyrazine-3-carboxamide trifluoroacetate